3-N-(3,4-difluorophenyl)-6-phenyl-2H-pyrazolo[3,4-d]pyrimidine-3,4-diamine FC=1C=C(C=CC1F)NC=1NN=C2N=C(N=C(C21)N)C2=CC=CC=C2